P(=O)(OCCNC(C=C)=O)([O-])[O-] acrylamidoethyl phosphate